tert-butyl 4-(4-((2,6-dioxopiperidin-3-yl)oxy)phenyl)piperazine-1-carboxylate O=C1NC(CCC1OC1=CC=C(C=C1)N1CCN(CC1)C(=O)OC(C)(C)C)=O